OCCCN1C=NC=C1 1-(3-hydroxypropyl)imidazole